(S)-tert-butyl 4-(3-(3-bromo-2-methylphenoxy)propyl)-3,3-difluoropiperidine-1-carboxylate BrC=1C(=C(OCCC[C@@H]2C(CN(CC2)C(=O)OC(C)(C)C)(F)F)C=CC1)C